Cl[Si](C)(C)C chlorotris(methyl)silane